(5RS,6RS)-2-{[3-Fluoro-2-(trifluoromethyl)pyridin-4-yl]methyl}-3-oxo-6-(trifluoromethyl)-2,3,5,6,7,8-hexahydro[1,2,4]triazolo[4,3-a]pyridine-5-carboxylic acid FC=1C(=NC=CC1CN1N=C2N([C@H]([C@@H](CC2)C(F)(F)F)C(=O)O)C1=O)C(F)(F)F |r|